8-(6-amino-2-ethylpyridin-3-yl)quinoline-7-carboxamide NC1=CC=C(C(=N1)CC)C=1C(=CC=C2C=CC=NC12)C(=O)N